N1N=CC=2C(=CC=CC12)N indazol-4-amine